C(C)(C)(C)OC(=O)N1CC2(CNC2C2=NC=C(C=N2)C#CC2=CC3=C(N(C(N3C)=O)C3C(NC(CC3)=O)=O)C=C2)CCC1 (5-((1-(2,6-dioxopiperidin-3-yl)-3-methyl-2-oxo-2,3-dihydro-1H-benzo[d]imidazol-5-yl)ethynyl)pyrimidin-2-yl)-2,6-diazaspiro[3.5]nonane-6-carboxylic acid tert-butyl ester